N,N-bis(2-acetoxyethyl)-2-(2-acetoxyethoxycarbonyl)ethylamine C(C)(=O)OCCN(CCOC(C)=O)CCC(=O)OCCOC(C)=O